Cl.Cl.Cl.C1=C(C(=CC2=NC3=CC(=C(C=C3N=C12)N)N)N)N 2,3,7,8-phenazinetetramine tri-hydrochloride